4-chloro-1-((5-(pyrrolidin-1-ylmethyl)thiophen-2-yl)methyl)-1H-imidazo[4,5-c]Quinoline-2(3H)-one ClC1=NC=2C=CC=CC2C2=C1NC(N2CC=2SC(=CC2)CN2CCCC2)=O